C(#N)C1=C(C=C(C=C1)F)NC(C1=C(C=C(C(=C1)F)N1N=C2N(CCCC2)C1=O)O[C@H](C(F)(F)F)C)=O N-(2-cyano-5-fluorophenyl)-5-fluoro-4-(3-oxo-5,6,7,8-tetrahydro[1,2,4]triazolo[4,3-a]pyridin-2(3H)-yl)-2-{[(2S)-1,1,1-trifluoropropan-2-yl]oxy}benzamide